(4S)-4-tert-butyldiphenylsiloxymethyl-4-butyrolactone O([Si](C1=CC=CC=C1)(C1=CC=CC=C1)C(C)(C)C)C[C@@H]1CCC(=O)O1